C(CCCCCCCCCCC)OC1=C(C=C(C=C1)S(=O)(=O)C=1C=NC2=CC=C(C=C2C1N1CCC(CC1)N1CCC(CC1)N1CCN(CC1)C)S(=O)C)F 3-((4-(dodecyloxy)-3-fluorophenyl)sulfonyl)-4-(4-(4-methylpiperazin-1-yl)-[1,4'-bipiperidin]-1'-yl)-6-(methylsulfinyl)quinoline